2-(5-{[(4-methanesulfonylphenyl)amino]methyl}-1,3,4-oxadiazol-2-yl)-N-(1-methylpiperidin-4-yl)-1-(2,2,2-trifluoroethyl)-1H-indol-4-amine CS(=O)(=O)C1=CC=C(C=C1)NCC1=NN=C(O1)C=1N(C=2C=CC=C(C2C1)NC1CCN(CC1)C)CC(F)(F)F